CNCCC1(NC(=NC2=CC(=CC=C12)C1=CC=NN1)N)N 4-(2-(methylamino)ethyl)-7-(1H-pyrazol-5-yl)quinazoline-2,4-diamine